(E)-4-(3,4-dihydroxyphenyl)-N-(3,5-dimethoxybenzyl)acrylamide OC=1C=C(C=CC1O)C1=C(C=C(CNC(C=C)=O)C=C1OC)OC